B(O)(O)COC=1C=C(C=CC1)C[C@@H](C(=O)O)NC(=O)OC(C)(C)C (S)-3-(3-(boronomethoxy)phenyl)-2-((tert-butoxycarbonyl)amino)propanoic acid